(R)-2-methyl-1-(2-methylpiperazin-1-yl)propan-1-one TFA salt OC(=O)C(F)(F)F.CC(C(=O)N1[C@@H](CNCC1)C)C